OC1=C2C(=NC(=NC2=CC=C1)C(F)(F)F)CCC#N 3-[5-hydroxy-2-(trifluoromethyl)quinazolin-4-yl]propionitrile